4-[(3S)-3-amino-3-methylpyrrolidin-1-yl]-5'-chloro-N-[(1S)-1-cyclopropylethyl]-2-methoxy-[3,3'-bipyridine]-5-carboxamide N[C@@]1(CN(CC1)C1=C(C(=NC=C1C(=O)N[C@@H](C)C1CC1)OC)C=1C=NC=C(C1)Cl)C